CC=1OC=2C(=NC=C(C2)NC(OC(C)(C)C)=O)N1 tert-Butyl N-(2-methyloxazolo[4,5-b]pyridin-6-yl)carbamate